FC(C(=O)C1=CC=C(C=C1)OC)S(=O)(=O)C1=NC=CC=C1 2-fluoro-1-(4-methoxyphenyl)-2-(pyridin-2-ylsulfonyl)ethan-1-one